BrC1=CC2=C(OCO2)C=C1Cl 5-bromo-6-chlorobenzo[d][1,3]dioxole